1-((3R,4S)-3-fluoro-1-(1-((3-fluoroazetidin-3-yl)methyl)azetidin-3-yl)-piperidin-4-yl)-3-(4-phenoxyphenyl)-1H-pyrazolo[3,4-d]pyrimidin-4-amine F[C@@H]1CN(CC[C@@H]1N1N=C(C=2C1=NC=NC2N)C2=CC=C(C=C2)OC2=CC=CC=C2)C2CN(C2)CC2(CNC2)F